(S)-6-((cyclobutyl-(phenyl)methyl)amino)-3-ethylpyrimidine C1(CCC1)[C@@H](C1=CC=CC=C1)NC=1C=CN(CN1)CC